ClC=1C=C(C=CC1Cl)N1C(N(C(C2=CC=CC=C12)=O)C=1C=NC=C(C1)C1=CC=CC=C1)=O 1-(3,4-dichlorophenyl)-3-(5-phenylpyridin-3-yl)quinazoline-2,4(1H,3H)-dione